FC(C1=CC=C(C=N1)NC(=O)[C@@H]1CC12CCN(CC2)C(=O)OC(C(F)(F)F)C(F)(F)F)(F)F |o1:11| 1,1,1,3,3,3-hexafluoropropan-2-yl (R or S)-1-((6-(trifluoromethyl) pyridin-3-yl)carbamoyl)-6-azaspiro[2.5]octane-6-carboxylate